2-fluoro-3-vinylaniline FC1=C(N)C=CC=C1C=C